C(C)C1=C(OCCCCC=2C=CC3=C(N(C(=N3)C(=O)N3CCN(CC3)C(=O)OC(C)(C)C)COCC[Si](C)(C)C)C2)C=CC=C1 tert-butyl 4-(6-(4-(2-ethylphenoxy)butyl)-1-((2-(trimethylsilyl)ethoxy)methyl)-1H-benzo[d]imidazole-2-carbonyl)piperazine-1-carboxylate